BrC1=CC=C(C=C1)[C@]12[C@](C=3C(=NC(=CC3O1)Cl)OC)(C([C@@H]([C@H]2C2=CC=CC=C2)CO)CN2CCOCC2)O |r| rac-(5aR,6S,7R,8aR)-5a-(4-bromophenyl)-3-chloro-7-(hydroxymethyl)-1-methoxy-8-(morpholinomethyl)-6-phenyl-5a,6,7,8-tetrahydro-8aH-cyclopenta[4,5]furo[3,2-c]pyridin-8a-ol